CC1=C(OCC(=O)OC)C=CC(=C1)OC\C=C(/C1=CC=C(C=C1)C#CCN(C)C)\C1=CC2=C(OC(=C2)C)C=C1 methyl (E)-[2-methyl-4-[3-(2-methylbenzo[b]furan-5-yl)-3-[4-[3-(dimethylamino)propynyl]phenyl]-allyloxy]phenoxy]acetate